2-methyl-O-(thiophen-2-yl)but-3-yn-2-ol CC(C)(C#C)OC=1SC=CC1